[3,5-bis(azanylcarbothioyl)phenyl] 5-(benzenecarbothioyl)-2,3-dihydro-1H-pyrrolizine-1-carboxylate C1(=CC=CC=C1)C(=S)C=1N2CCC(C2=CC1)C(=O)OC1=CC(=CC(=C1)C(=S)N)C(=S)N